C1(CC1)CN1C(=CC=2C1=NC(=CC2)C=2N=NN(C2)C)C2=NC1=C(N2C)C(=CC(=C1)C(=O)N1C[C@@H](C[C@H](C1)F)N)OC (3R,5R)-1-{2-[1-(cyclopropylmethyl)-6-(1-methyl-1H-1,2,3-triazol-4-yl)-1H-pyrrolo[2,3-b]pyridin-2-yl]-7-methoxy-1-methyl-1H-1,3-benzodiazole-5-carbonyl}-5-fluoropiperidin-3-amine